(S)-1-(3-(benzothien-3-yl)-2-(dimethylamino)propyl)-3-((S)-1-(thiophen-2-yl)propan-2-yl)urea S1C=C(C2=C1C=CC=C2)C[C@@H](CNC(=O)N[C@H](CC=2SC=CC2)C)N(C)C